(S)-4-acetyl-3-cyclohexyl-1,3,4,5-tetrahydro-2H-benzo[e][1,4]diazepin-2-one C(C)(=O)N1[C@H](C(NC2=C(C1)C=CC=C2)=O)C2CCCCC2